NC1=NC=C(C=C1O[C@H](C)C=1C=C(C=CC1)NC(C1=CC(=CC=C1)N(C)C)=O)C=1C=NN(C1)C (R)-N-(3-(1-((2-amino-5-(1-methyl-1H-pyrazol-4-yl)pyridin-3-yl)oxy)ethyl)phenyl)-3-(dimethylamino)benzamide